C(C)(C)(C)OC(=O)N1C2[C@H]([C@H](C[C@@H]1CC2)N(C)C2=CN=C(N=N2)C=2C=C1C(=CN(C(C1=CC2OC)=O)C)F)F (2S,3S,5S)-2-fluoro-3-{[3-(4-fluoro-7-methoxy-2-methyl-1-oxoisoquinolin-6-yl)-1,2,4-triazin-6-yl](methyl)amino}-8-azabicyclo[3.2.1]octane-8-carboxylic acid tert-butyl ester